hexaethyleneglycol (1,1,2,2,3,3-hexafluoropentyl) ether FC(C(C(CC)(F)F)(F)F)(F)OCCOCCOCCOCCOCCOCCO